Ethanethioic acid, S-(2-formylphenyl) ester C(C)(SC1=C(C=CC=C1)C=O)=O